ClC1=C2C(=NC=C1C1=CC=3N(C=C1)N=C(C3)NC(=O)C3C(C3)F)NC=C2 N-(5-(4-chloro-1H-pyrrolo[2,3-b]pyridin-5-yl)pyrazolo[1,5-a]pyridin-2-yl)-2-fluorocyclopropane-1-carboxamide